4-propan-2-yl-6-[3-(4,4,5,5-tetramethyl-1,3,2-dioxaborolan-2-yl)phenyl]phthalazin-1-amine CC(C)C1=NN=C(C2=CC=C(C=C12)C1=CC(=CC=C1)B1OC(C(O1)(C)C)(C)C)N